N-(pyridin-3-ylmethyl)pyrimido[6',1':2,3]imidazo[4,5-c][2,6]naphthyridin-5-amine N1=CC(=CC=C1)CNC1=NC2=C(C3=CN=CC=C13)N=C1N2C=NC=C1